tert-butyl 2-((6-(5-cyanopyrazin-2-ylamino)-3-(oxazol-2-yl)pyridazin-4-ylamino)methyl)morpholine-4-carboxylate C(#N)C=1N=CC(=NC1)NC1=CC(=C(N=N1)C=1OC=CN1)NCC1CN(CCO1)C(=O)OC(C)(C)C